ethyl 1-methyl-3-(1-(2-tosylhydrazono)ethyl)-1H-pyrazole-5-carboxylate CN1N=C(C=C1C(=O)OCC)C(C)=NNS(=O)(=O)C1=CC=C(C)C=C1